N-((4-(3-(tert-butyl)-1,2,4-oxadiazol-5-yl)bicyclo[2.2.2]octan-1-yl)methyl)-N-(3-cyanophenyl)-3,3-difluorocyclobutane-1-carboxamide C(C)(C)(C)C1=NOC(=N1)C12CCC(CC1)(CC2)CN(C(=O)C2CC(C2)(F)F)C2=CC(=CC=C2)C#N